di(4-t-butyl-cyclohexyl)peroxydicarbonate C(C)(C)(C)C1CCC(CC1)OC(=O)OOC(=O)OC1CCC(CC1)C(C)(C)C